(6-O-acetyl)-β-D-glucopyranosyl-(1-4)-α-L-rhamnopyranose C(C)(=O)OC[C@@H]1[C@H]([C@@H]([C@H]([C@@H](O1)O[C@@H]1[C@H]([C@H]([C@H](O)O[C@H]1C)O)O)O)O)O